ClC1=CC(=C(C=2OC3(CCC(CC3)CN(C)C)OC21)C)C(=O)NCC=2C(NC(=CC2OC)C)=O rel-(2s,4's)-4-chloro-4'-[(dimethylamino)methyl]-N-[(4-methoxy-6-methyl-2-oxo-1H-pyridin-3-yl)methyl]-7-methylspiro[1,3-benzodioxole-2,1'-cyclohexane]-6-carboxamide